C[C@H](C1=CC(=CC(=C1)C(F)(F)F)C(F)(F)F)OC[C@]2(CC[C@]3(CCC(=O)N3)CN2)C4=CC=CC=C4.Cl The molecule is a hydrochloride obtained by combining irinotecan with one molar equivalent of hydrochloric acid. Used (in the form of the hydrate) for the prevention of delayed nausea and vomiting associated with initial and repeat courses of emetogenic cancer chemotherapy. It has a role as an antiemetic and a neurokinin-1 receptor antagonist. It contains a rolapitant(1+).